FC1(CCC(CC1)NC(=O)N1CC2=NC(=CC=C2C1)N1C2CN(CC1CC2)C(=O)OC(C)(C)C)F tert-butyl 8-(6-((4,4-difluorocyclohexyl)carbamoyl)-6,7-dihydro-5H-pyrrolo[3,4-b]pyridin-2-yl)-3,8-diazabicyclo[3.2.1]octane-3-carboxylate